C1(=CC=C(C=C1)N1C(N(C2=NC(=CC=C21)C(NCC(=O)OC)=O)[C@@H]2CN(CC2)C(=O)OC(C)(C)C)=O)C2=CC=CC=C2 tert-Butyl (S)-3-(1-([1,1'-biphenyl]-4-yl)-5-((2-methoxy-2-oxoethyl)carbamoyl)-2-oxo-1,2-dihydro-3H-imidazo[4,5-b]pyridin-3-yl)pyrrolidine-1-carboxylate